1-(4-(4-amino-7-(3-(benzyloxy)cyclobutyl)-7H-pyrrolo[2,3-d]pyrimidin-5-yl)-2-fluorophenyl)-3-(3-(1-(trifluoromethyl)cyclopropyl)isoxazol-5-yl)urea NC=1C2=C(N=CN1)N(C=C2C2=CC(=C(C=C2)NC(=O)NC2=CC(=NO2)C2(CC2)C(F)(F)F)F)C2CC(C2)OCC2=CC=CC=C2